1-(6-(1H-pyrazol-1-yl)pyrazin-2-yl)-4-(4-methoxyphenyl)piperidin-4-ol N1(N=CC=C1)C1=CN=CC(=N1)N1CCC(CC1)(O)C1=CC=C(C=C1)OC